2-cyclopropyl-isoindolin-5-amine C1(CC1)N1CC2=CC=C(C=C2C1)N